(4-(5-chloro-2-(4-fluoro-2-methylphenoxy)-4-(trifluoromethyl)benzoylamino)-6-oxopyridazin-1(6H)-yl)isobutyric acid methyl ester COC(C(C)(C)N1N=CC(=CC1=O)NC(C1=C(C=C(C(=C1)Cl)C(F)(F)F)OC1=C(C=C(C=C1)F)C)=O)=O